N1(CCC1)[C@@H]1CC(CC=2C3=C(C(NC12)=O)SC(=C3)C=3C=NNC3)(F)F (R)-6-(azetidin-1-yl)-8,8-difluoro-2-(1H-pyrazol-4-yl)-6,7,8,9-tetrahydrothieno[2,3-c]Quinolin-4(5H)-one